CO[C@@H]1COCC2=C1NC(C1=C2C=C(S1)C=1C=NNC1)=O (S)-4-methoxy-8-(1H-pyrazol-4-yl)-1,3,4,5-tetrahydro-6H-pyrano[4,3-b]thieno[3,2-d]pyridin-6-one